ClC=1C(=C(C=C(C1)F)[C@H](C)N1C(N(C(C1)=O)CC(=O)N)=O)COC1=CC=C(C=C1)OC (s)-2-(3-(1-(3-chloro-5-fluoro-2-((4-methoxyphenoxy)methyl)phenyl)ethyl)-2,5-dioxoimidazolidin-1-yl)acetamide